C(C)(C)(C)N1C=C(C=2C1=NC(=CC2)C(=O)N2CCC(CC2)C2=NC(=C(C(=O)O)C(=C2)C)C)C2=CC(=C(C=C2)Cl)F 6-(1-(1-(tert-butyl)-3-(4-chloro-3-fluorophenyl)-1H-pyrrolo[2,3-b]pyridine-6-carbonyl)piperidin-4-yl)-2,4-dimethylnicotinic acid